3,4-dihydroxy-butanoate OC(CC(=O)[O-])CO